(E)-Methyl 4-((hydroxyimino)methyl)benzoate O\N=C\C1=CC=C(C(=O)OC)C=C1